CC=1C=C(C=CC1)C(C1=CC=C(C=C1)OC)=O 3'-methyl-4-methoxybenzophenone